N-tert-butyl-3,5-bis-(pivaloylamino)-benzamide C(C)(C)(C)NC(C1=CC(=CC(=C1)NC(C(C)(C)C)=O)NC(C(C)(C)C)=O)=O